Cl.C1N(CCC12CCNCC2)C=2C=C(N(C)C)C=CC2 3-(2,8-diazaspiro[4.5]decan-2-yl)-N,N-dimethylaniline hydrogen chloride salt